C(CCC)C1(CSC2=C(N(C1)C1=CC=CC=C1)C=C(C(=C2)OC)I)CC 3-butyl-3-ethyl-7-iodo-8-methoxy-5-phenyl-2,3,4,5-tetrahydro-1,5-benzothiazepine